3-bromo-4-chloro-5-fluoro-1,1'-biphenyl BrC=1C=C(C=C(C1Cl)F)C1=CC=CC=C1